sodium acrylonitrile dimethyl-taurate CN(CCS(=O)(=O)[O-])C.C(C=C)#N.[Na+]